tert-butyl (3R)-3-[5-[4-[4-(2,3-dihydro-1,4-benzoxazin-4-yl)cyclohexyl]piperazin-1-yl]pyridazin-3-yl]oxypyrrolidine-1-carboxylate O1CCN(C2=C1C=CC=C2)C2CCC(CC2)N2CCN(CC2)C=2C=C(N=NC2)O[C@H]2CN(CC2)C(=O)OC(C)(C)C